ClC=1C(=CC(=C(C1)N1C(C=CC2=CC(=CC=C12)S(=O)(=O)NC1=NOC=C1)=O)OC)[C@H]1[C@@H](C1)C(F)(F)F trans-1-(5-chloro-2-methoxy-4-(2-(trifluoromethyl)cyclopropyl)phenyl)-N-(isoxazol-3-yl)-2-oxo-1,2-dihydroquinoline-6-sulfonamide